allyl (6aS)-3,6-dihydroxy-2-methoxy-8-(4-methoxyphenyl)-12-oxo-6,6a,9,10-tetrahydrobenzo[e]pyrido[1,2-a][1,4]diazepine-5(12H)-carboxylate OC=1C(=CC2=C(N(C([C@H]3N(C2=O)CCC(=C3)C3=CC=C(C=C3)OC)O)C(=O)OCC=C)C1)OC